ClC=1N=CC=C2C1N(C(=C2)C(=O)NC21CC(C2)(C1)C)C 7-chloro-1-methyl-N-{3-methylbicyclo[1.1.1]pentan-1-yl}pyrrolo[2,3-c]pyridine-2-carboxamide